ClC=1N=C2CC3C(CN(CCOC4=CC(=CC=C4N4N=CC1C4=N2)F)C3)(F)F 18-chloro-5,13,13-trifluoro-8-oxa-1,11,17,21,23-pentazapentacyclo[14.5.2.111,14.02,7.019,22]tetracosa-2,4,6,16,18,20,22-heptaene